1-(4-(6-((4-(6-(1H-Pyrazol-3-yl)imidazo[1,2-a]pyridin-3-yl)pyrimidin-2-yl)amino)pyridin-yl)piperazin-1-yl)ethan-1-one N1N=C(C=C1)C=1C=CC=2N(C1)C(=CN2)C2=NC(=NC=C2)NC2=CC=CC(=N2)N2CCN(CC2)C(C)=O